N-(4-(4-(cyclohexylsulfonamido)phenyl)-7H-pyrrolo[2,3-d]pyrimidin-2-yl)cyclopropylcarboxamide C1(CCCCC1)S(=O)(=O)NC1=CC=C(C=C1)C=1C2=C(N=C(N1)NC(=O)C1CC1)NC=C2